antimony pentaoxide O=[Sb](=O)O[Sb](=O)=O